3-(difluoromethyl)-4,5-dimethyl-1H-pyrazole FC(C1=NNC(=C1C)C)F